Cl.N1CC(=CC(=C1)C(=O)N)C(=O)N 1,2-dihydropyridine-3,5-dicarboxamide, hydrochloride